C(#N)C=1C(=CC2=C(N(C([C@H](CS2)NC(OC(C)(C)C)=O)=O)CC2=CC=C(C=C2)OC(F)(F)F)C1)F tert-butyl N-[(3R)-7-cyano-8-fluoro-4-oxo-5-[[4-(trifluoromethoxy)phenyl]methyl]-2,3-dihydro-1,5-benzothiazepin-3-yl]carbamate